OC1(CCN(CC1)C(C[C@@H](C)C1=CC=CC=C1)=O)CN1C=NC(=CC1=O)NCCNC(C)C (R)-3-((4-hydroxy-1-(3-phenylbutanoyl)piperidin-4-yl)methyl)-6-((2-(isopropylamino)ethyl)amino)pyrimidin-4(3H)-one